2,3-dimethyl-6-[1-(2,2,3,3,3-pentafluoropropyl)-1H-pyrazol-4-yl]-5-(trifluoromethyl)-3H,7H-[1,2,4]triazolo[1,5-a]pyrimidin-7-one CC1=NN2C(=NC(=C(C2=O)C=2C=NN(C2)CC(C(F)(F)F)(F)F)C(F)(F)F)N1C